ClC1=C(OC2=NC=C(C(=C2)S(=O)(=O)NC2CC(C2)O)O)C(=CC(=C1)N1N=C(C(NC1=O)=O)C(F)F)C 2-[2-chloro-4-[6-(difluoromethyl)-3,5-dioxo-1,2,4-triazin-2-yl]-6-methyl-phenoxy]-5-hydroxy-N-(3-hydroxycyclobutyl)pyridine-4-sulfonamide